[Cl-].C(C)C(C1=CC=CC=C1)N(C)C ethyl-dimethylbenzyl-amine chloride